2-chloro-8-hydrazino-9-(4-(1-methyl-4-(trifluoromethyl)-1H-imidazol-2-yl)benzyl)-9H-purine ClC1=NC=C2N=C(N(C2=N1)CC1=CC=C(C=C1)C=1N(C=C(N1)C(F)(F)F)C)NN